BrC=1C2=C(C(=NC1)N1CCC(CC1)(C)NC(OC(C)(C)C)=O)NN=N2 tert-butyl (1-(7-bromo-3H-[1,2,3]triazolo[4,5-c]pyridin-4-yl)-4-methylpiperidin-4-yl)carbamate